C(#N)C1=CC=2C(=NNN2)C=C1 5-cyano-2H-benzotriazole